N[C@@H]1CN(CC1)C1=C(C=NC(=C1C1=CC(=CC(=C1)F)F)C#N)C(=O)NC(CC)CC 4-[(3S)-3-aminopyrrolidin-1-yl]-6-cyano-5-(3,5-difluorophenyl)-N-(pentan-3-yl)pyridine-3-carboxamide